2-(2,6-dioxopiperidin-3-yl)-5-[(E)-2-ethoxyethenyl]isoindole-1,3-dione O=C1NC(CCC1N1C(C2=CC=C(C=C2C1=O)\C=C\OCC)=O)=O